ClC1=CC(=C(C=C1)N=C=S)F 4-chloro-2-fluoro-1-isothiocyanatobenzene